P(=O)(OCC(C)=O)(O)O 2-oxopropyl dihydrogen phosphate